C(C)(C)C1=C(C=C(C=C1OC)\C=C\C1=CC=CC=C1)O (E)-2-isopropyl-3-methoxy-5-styrylphenol